7-(3-(6-chloro-4-methylpyridin-3-yl)-7,8-dihydro-1,6-naphthyridin-6(5H)-yl)-2,8-dimethyl-4H-pyrimido[1,2-b]pyridazin-4-one ClC1=CC(=C(C=N1)C=1C=NC=2CCN(CC2C1)C=1C(=CC=2N(N1)C(C=C(N2)C)=O)C)C